bornyl-1,4,5,6,7,7-hexachlorobicyclo[2.2.1]-hept-5-en-2-ol methacrylate C(C(=C)C)(=O)OC1(C2(C(=C(C(C1)(C2(Cl)Cl)Cl)Cl)Cl)Cl)C2C1(CCC(C2)C1(C)C)C